bis(cyclopentadienyl)titanium (IV) dichloride [Cl-].[Cl-].C1(C=CC=C1)[Ti+2]C1C=CC=C1